7-bromo-1-isopropyl-3-methyl-3-(((tetrahydro-2H-pyran-2-yl)oxy)methyl)indoline-5-carboxylic acid BrC=1C=C(C=C2C(CN(C12)C(C)C)(COC1OCCCC1)C)C(=O)O